[N+](=O)([O-])C1=CC=C(OC(=O)OC[C@H](CC)NC(OCC2C3=CC=CC=C3C=3C=CC=CC23)=O)C=C1 (9H-fluoren-9-yl)methyl (S)-(1-(((4-nitrophenoxy)carbonyl)oxy)butan-2-yl)carbamate